2-[4-[(5R)-3-Bromo-4,5-dihydroisoxazol-5-yl]-1-piperidyl]-N-methyl-2-[4-(trifluoromethyl)phenyl]acetamide BrC1=NO[C@H](C1)C1CCN(CC1)C(C(=O)NC)C1=CC=C(C=C1)C(F)(F)F